tert-butyl (4-(7-cyano-4-(morpholinomethyl)quinolin-2-yl)benzyl)carbamate C(#N)C1=CC=C2C(=CC(=NC2=C1)C1=CC=C(CNC(OC(C)(C)C)=O)C=C1)CN1CCOCC1